ClC=1C=C2C(=NC1)NN=C2C=2N=CC1=C(N2)N(C=C1F)C(CC(=O)O)C(C)(C)C 3-(2-(5-chloro-1H-pyrazolo[3,4-b]pyridin-3-yl)-5-fluoro-7H-pyrrolo[2,3-d]pyrimidin-7-yl)-4,4-dimethylpentanoic acid